N[C@H](C(=O)O)CCN(CCCCC1=NC=2NCCCC2C=C1)CCS(=O)(=O)C (S)-2-amino-4-((2-(methylsulfonyl)ethyl)(4-(5,6,7,8-tetrahydro-1,8-naphthyridin-2-yl)butyl)amino)butanoic acid